P([O-])([O-])[O-].[NH4+].[NH4+].[NH4+] ammonium mono-phosphite